4-(4-Aminopyrrolo[2,1-f][1,2,4]triazin-7-yl)cyclohexan-1-one NC1=NC=NN2C1=CC=C2C2CCC(CC2)=O